1,1,1-trifluoro-4-iodo-2,2-dimethylbutane FC(C(CCI)(C)C)(F)F